ClC=1C=C(C=CC1C(=O)N1CCN(CC1)C(C1CCNCC1)=O)NC(=O)C=1N(C(=CN1)C=1C(=NN(C1)C=1C=NC(=CC1)OC)C(F)(F)F)C N-[3-chloro-4-(4-isonipecotoylpiperazine-1-carbonyl)phenyl]-5-[1-(6-methoxy-3-pyridyl)-3-(trifluoromethyl)pyrazol-4-yl]-1-methyl-imidazole-2-carboxamide